FC(C(=O)O)(F)F.CC1NCC1O 2-methylazetidin-3-ol trifluoroacetate